4-(tert-butoxycarbonylaminomethyl)phenyl isothiocyanate C(C)(C)(C)OC(=O)NCC1=CC=C(C=C1)N=C=S